[3-(Dimethylamino)Propyl-(Phosphonomethyl)Amino]Methylphosphonic Acid CN(CCCN(CP(=O)(O)O)CP(O)(O)=O)C